(1S,4r)-4-((S)-2-(4-(Dimethylamino)benzyl)-6-(methoxycarbonyl)-7-methyl-6,7,8,9-tetrahydro-3H-imidazo[4,5-f]chinolin-3-yl)cyclohexan CN(C1=CC=C(CC=2N(C=3C(=C4CC[C@@H](N(C4=CC3)C(=O)OC)C)N2)C2CCCCC2)C=C1)C